C(C1=CC=CC=C1)OC1=CC(=C(C(=C1N(C(C(F)(F)F)=O)CC(=O)OC)F)C[C@@H](CCO[Si](C)(C)C(C)(C)C)NC(=O)OC(C)(C)C)Br methyl [{6-(benzyloxy)-4-bromo-3-[(2S)-2-[(tert-butoxycarbonyl)amino]-4-{[tert-butyl(dimethyl)silyl]oxy}butyl]-2-fluorophenyl}(trifluoroacetyl)amino]acetate